[Cl-].[Mg+2].[N+](=O)([O-])[O-].[K+] potassium nitrate magnesium chloride